C12C3CC3C(CCC1)C2 tricyclo[3.3.1.02,4]nonane